2,5,6-tris(trifluoromethyl)phenol FC(C1=C(C(=C(C=C1)C(F)(F)F)C(F)(F)F)O)(F)F